tert-butyl N-{2-[(7-{3-[(3-chloro-2-methoxyphenyl)amino]-4-oxo-5H,6H,7H-pyrazolo[1,5-a]pyrazin-2-yl}thieno[3,2-b]pyridin-2-yl)oxy]ethyl}carbamate ClC=1C(=C(C=CC1)NC=1C(=NN2C1C(NCC2)=O)C2=C1C(=NC=C2)C=C(S1)OCCNC(OC(C)(C)C)=O)OC